C(N)(=O)C1=CC=C(C=N1)C=1C=NC(=NC1)N1CCN(CC1)C(=O)OC(C)(C)C t-butyl 4-(5-(6-carbamoyl pyridin-3-yl)pyrimidin-2-yl)piperazine-1-formate